FC=1C(=CC2=C(N(C(N2C(C)C)=O)C2=NC=CC(=C2)OC(C(F)F)(F)F)C1)C(=O)NC1(CCS(CC1)(=O)=O)C 6-fluoro-3-isopropyl-N-(4-methyl-1,1-dioxidotetrahydro-2H-thiopyran-4-yl)-2-oxo-1-(4-(1,1,2,2-tetrafluoroethoxy)pyridin-2-yl)-2,3-dihydro-1H-benzo[d]imidazole-5-carboxamide